NC(C(S(=O)(=O)[O-])(C1=CC=CC=C1)N)(S(=O)(=O)[O-])C1=CC=CC=C1 di-amino-diphenyl-ethylene-disulfonate